2,5-diisocyanatomethyl-bicyclo[2.2.1]-heptane N(=C=O)CC1C2CC(C(C1)C2)CN=C=O